CS(=O)(=O)[O-].C(C)[NH+](C)CC N,N-diethyl-N-methylammonium methanesulfonate